C1(CC1)C1(CCNCC1)N 4-Cyclopropyl-piperidin-4-amine